(4-phenyl-1H-1,2,3-triazol-1-yl)methanone C1(=CC=CC=C1)C=1N=NN(C1)C=O